monoethyl(3,5-di-tert-butyl-4-hydroxybenzyl)phosphonate C(C)OP([O-])(=O)CC1=CC(=C(C(=C1)C(C)(C)C)O)C(C)(C)C